IC1=C(C=NC2=CC=CC=C12)CNC[C@@H](CC)O (R)-1-(((4-iodoquinolin-3-yl)methyl)amino)butan-2-ol